ethyl 2-hydroxy-4-oxo-4-(1,4-dioxaspiro[4.5]decan-8-yl)but-2-enoate OC(C(=O)OCC)=CC(C1CCC2(OCCO2)CC1)=O